3-methoxybenzophenone COC=1C=C(C(=O)C2=CC=CC=C2)C=CC1